C12CC(CC(C1)C2)OC2=C(C=C(C=C2F)NC(=O)C=2N=C(OC2CC(F)(F)F)N2CC(C2)(OC)CC)F N-(4-(bicyclo[3.1.1]heptan-3-yloxy)-3,5-difluorophenyl)-2-(3-ethyl-3-methoxyazetidin-1-yl)-5-(2,2,2-trifluoroethyl)oxazole-4-carboxamide